(E)-3-(4-((1R,3R)-3-ethyl-2-((R)-tetrahydrofuran-3-yl)-2,3,4,9-tetrahydro-1H-pyrido[3,4-b]indol-1-yl)-3,5-difluorophenyl)acrylic acid C(C)[C@@H]1CC2=C(NC3=CC=CC=C23)[C@H](N1[C@H]1COCC1)C1=C(C=C(C=C1F)/C=C/C(=O)O)F